(rac)-((1s,3s)-3-hydroxy-3-methylcyclobutyl)(6-(3-isopropylbenzyl)-2-azaspiro[3.4]oct-2-yl)methanone OC1(CC(C1)C(=O)N1CC2(C1)C[C@H](CC2)CC2=CC(=CC=C2)C(C)C)C |r|